C(C1=CC=CC=C1)(=O)NC1=NC(N(C=C1C)[C@@H]1O[C@]2(CN([C@@H]1[C@@H]2O)C(=O)N(C)C)COC(C2=CC=CC=C2)(C2=CC=C(C=C2)OC)C2=CC=C(C=C2)OC)=O (1R,3R,4R,7S)-3-(4-benzoylamino-5-methyl-2-oxo-pyrimidin-1-yl)-1-[[bis(4-methoxyphenyl)-phenylmethoxy]methyl]-7-hydroxy-N,N-dimethyl-2-oxa-5-azabicyclo[2.2.1]heptane-5-carboxamide